N-(4-((2-Amino-3-((3,3-difluoropyrrolidin-1-yl)methyl)pyridin-4-yl)oxy)-3-fluorophenyl)-1-(3-Chloropyridin-2-yl)-5-(trifluoromethyl)-1H-pyrazole-4-carboxamide NC1=NC=CC(=C1CN1CC(CC1)(F)F)OC1=C(C=C(C=C1)NC(=O)C=1C=NN(C1C(F)(F)F)C1=NC=CC=C1Cl)F